BrC=1C2(C3=CC=CC=C3C1)CCC(CC2)(C(=O)O)NC2=CC(=NC=C2)OCCOC (1s,4s)-2'-bromo-4-{[2-(2-methoxyethoxy)pyridin-4-yl]amino}spiro[cyclohexane-1,1'-indene]-4-carboxylic acid